C(C)(C)(C)N(C([O-])=O)[C@H](C(=O)N[C@H](C(=O)N)CO)CO[Si](C1=CC=CC=C1)(C1=CC=CC=C1)C(C)(C)C.FC(C1=CC=C(C=C1)[B-](C1=CC=C(C=C1)C(F)(F)F)(C1=CC=C(C=C1)C(F)(F)F)C1=CC=C(C=C1)C(F)(F)F)(F)F.C(CC)[NH+](CCC)CCC.C(CC)[NH+](CCC)CCC tripropylammonium tetra(p-trifluoromethylphenyl)borate tert-butyl-((S)-1-(((S)-1-amino-3-hydroxy-1-oxopropan-2-yl)amino)-3-((tert-butyl-diphenyl-silyl)oxy)-1-oxopropan-2-yl)carbamate